FC1=C(C(=CC=2CCC(CC12)NCCC[Si](C)(C)C)O)N1CC(NS1(=O)=O)=O 5-(1-fluoro-3-hydroxy-7-{[3-(trimethylsilyl)propyl]amino}-5,6,7,8-tetrahydronaphthalen-2-yl)-1λ6,2,5-thiadiazolidine-1,1,3-trione